silicon alloyl-silicon C(C=C)(=O)[Si].[Si]